COC(=O)C1=CN(C2=NC=CC(=C21)Br)COCC[Si](C)(C)C 4-bromo-1-(2-trimethylsilylethoxymethyl)pyrrolo[2,3-b]Pyridine-3-carboxylic acid methyl ester